N-(cyclohexyl(4-isopropoxyphenyl)methyl)tetrahydro-2H-pyran-4-amine C1(CCCCC1)C(NC1CCOCC1)C1=CC=C(C=C1)OC(C)C